3-(((R)-7-((2S,4R)-4-Amino-2-phenylpiperidine-1-carbonyl)-7-azaspiro[4.5]decan-10-yl)methyl)-6-(o-tolyl)pyrimidin-4(3H)-one N[C@H]1C[C@H](N(CC1)C(=O)N1CC2(CCCC2)[C@@H](CC1)CN1C=NC(=CC1=O)C1=C(C=CC=C1)C)C1=CC=CC=C1